4-(3-bromo-5-fluoro-4-methoxyphenyl)-1,4-dimethylpiperidine BrC=1C=C(C=C(C1OC)F)C1(CCN(CC1)C)C